ClC=1C(=NC(=C(C1)Cl)C1=C(C=C(C=C1)SC(F)(F)F)Cl)C(=O)O 3,5-Dichloro-6-(2-chloro-4-((trifluoromethyl)thio)phenyl)picolinic acid